FC1=C(C=CC(=N1)\C=N\S(=O)C(C)(C)C)C1(CC1)C (E)-N-((6-fluoro-5-(1-methylcyclopropyl)pyridin-2-yl)methylene)-2-methylpropan-2-sulfinamide